N-pentyl-4-aminobenzo[b]thiophene C(CCCC)NC1=CC=CC=2SC=CC21